FC(C(=O)O)(F)F.ClC1=C(C=C(C=C1)[N+](=O)[O-])C=1C=C2C(=NNC2=CC1)NC(=O)C1CCN(CC1)C N-[5-(2-chloro-5-nitrophenyl)-1H-indazol-3-yl]-1-methylpiperidine-4-carboxamide trifluoroacetate